5-(trifluoromethyl)benzenesulfonamide FC(C=1C=CC=C(C1)S(=O)(=O)N)(F)F